(pyrrolidin-2-yl) methyl-alpha-methyl-(4-chlorobenzoyl)-5-methoxy-2-methylindole-3-acetate hydrochloride Cl.CC1=C(C(=C2C(=C(NC2=C1)C)C(C(=O)OC1NCCC1)C)C(C1=CC=C(C=C1)Cl)=O)OC